2-fluoro-1-(4-(2-((6-(trifluoromethyl)pyridin-3-yl)amino)pyridin-3-yl)piperazin-1-yl)prop-2-en-1-one FC(C(=O)N1CCN(CC1)C=1C(=NC=CC1)NC=1C=NC(=CC1)C(F)(F)F)=C